(3R)-3-(4-chlorophenyl)-2-[(5-chloropyrimidin-2-yl)methyl]-4-fluoro-6-{1-hydroxy-1-[trans-4-hydroxycyclohexyl]propyl}-3-(2-hydroxyethoxy)-2,3-dihydro-1H-isoindol-1-one ClC1=CC=C(C=C1)[C@@]1(N(C(C2=CC(=CC(=C12)F)C(CC)([C@@H]1CC[C@H](CC1)O)O)=O)CC1=NC=C(C=N1)Cl)OCCO